Potassium phosphate tripotassium [K+].[K+].[K+].P(=O)([O-])([O-])[O-].[K+]